CC(C)C1=C2CC[C@@H]3[C@@]4(C2=C(C=C1)OC4)CCCC3(C)C The molecule is an abietane diterpenoid that is podocarpa-8,11,13-triene substituted by a propan-2-yl group at position 14 at an epoxy group across positions 11 and 17. It is isolated from Podocarpus latifolius. It has a role as a metabolite. It is an abietane diterpenoid, a cyclic ether and an organic heterotetracyclic compound.